2-[3-[(3-hexyldecyl)oxy]-2-(sulfooxy)propyl]-3,4-dihydroisoquinolinium C(CCCCC)C(CCOCC(C[N+]1=CC2=CC=CC=C2CC1)OS(=O)(=O)O)CCCCCCC